3-bromo-8,8-difluoro-5,7-dihydro-1,6-naphthyridine-6-carboxylic acid tert-butyl ester C(C)(C)(C)OC(=O)N1CC=2C=C(C=NC2C(C1)(F)F)Br